C12C(C3CC(CC(C1)C3)C2)[C@@H](C)N[C@H](C)C2=CC=CC=C2 (R)-1-((1R,3R,5R,7R)-2-adamantyl)-N-((1R)-1-phenylethyl)-1-ethylamine